C[C@H]1[C@@H](C[C@H]([C@@H](O1)O[C@H](C)CCCCCCCCCCCCCCCCCCC(=O)O)O)O The molecule is an (omega-1)-hydroxy fatty acid ascaroside obtained by formal condensation of the alcoholic hydroxy group of (20R)-20-hydroxyhenicosanoic acid with ascarylopyranose (the alpha anomer). It is a metabolite of the nematode Caenorhabditis elegans. It has a role as a Caenorhabditis elegans metabolite. It is a monocarboxylic acid and an (omega-1)-hydroxy fatty acid ascaroside. It derives from a (20R)-20-hydroxyhenicosanoic acid. It is a conjugate acid of an ascr#38(1-).